tert-butyl ((1-(7-methyl-6-nitroquinolin-4-yl)azetidin-3-yl)methyl)carbamate CC1=C(C=C2C(=CC=NC2=C1)N1CC(C1)CNC(OC(C)(C)C)=O)[N+](=O)[O-]